Dichloro[2,2'-bis(diphenylphosphino)-1,1'-binaphthyl] palladium (II) [Pd+2].ClC1=C(C(=C(C2=CC=CC=C12)C1=C(C=CC2=CC=CC=C12)P(C1=CC=CC=C1)C1=CC=CC=C1)P(C1=CC=CC=C1)C1=CC=CC=C1)Cl